1-(3-(3-chloro-2-methylphenyl)-3-(cinnolin-7-ylamino)azetidin-1-yl)prop-2-en-1-one ClC=1C(=C(C=CC1)C1(CN(C1)C(C=C)=O)NC1=CC=C2C=CN=NC2=C1)C